NC(C(C)(O)C)C1=CC=C(C=C1)OC([2H])([2H])C1(CCCC1)C 1-amino-2-methyl-1-(4-((1-methylcyclopentyl)methoxy-d2)phenyl)propan-2-ol